ClC=1C(=NC(=NC1)C(=O)N[C@@H]1C(N(C2=C(OC1)C=C(C=N2)Cl)C)=O)C2=CC(=CC=C2)C#N (S)-5-chloro-N-(8-chloro-5-methyl-4-oxo-2,3,4,5-tetrahydropyrido[3,2-b]-[1,4]oxazepin-3-yl)-4-(3-cyanophenyl)pyrimidine-2-carboxamide